Cl[Si]1(C(C[Si](CC1)(Cl)Cl)Br)Cl 1,1,4,4-tetrachlorobromo-1,4-disilacyclohexane